ClC1=C2C=NC(NC2=CC=C1)=O 5-chloroquinazolin-2(1H)-one